(4-(3-methoxy-1H-pyrazol-1-yl)phenyl)methylamine COC1=NN(C=C1)C1=CC=C(C=C1)CN